OC(CNC(C1=C(C(C(=O)NCC(CO)O)=C(C(=C1I)C(CO)=O)I)I)=O)CO N,N'-bis(2,3-dihydroxypropyl)-5-glycolyl-2,4,6-triiodoisophthalamide